C1(CC1)C1=CC(=NN1)NC1=NC(=NC=C1)N(C1CCC(CC1)NC(=O)C=1N=C2N(C=CC=C2)C1)C N-((1R,4R)-4-((4-((5-cyclopropyl-1H-pyrazol-3-yl)amino)pyrimidin-2-yl)(methyl)amino)cyclohexyl)imidazo[1,2-a]pyridine-2-carboxamide